tert-butyl (1R,5S)-3-[methyl-[6-[4-(1-tetrahydropyran-2-ylpyrazol-4-yl)-1,3-benzothiazol-7-yl]-1,2,4-triazin-3-yl]amino]-8-azabicyclo[3.2.1]octane-8-carboxylate CN(C1C[C@H]2CC[C@@H](C1)N2C(=O)OC(C)(C)C)C=2N=NC(=CN2)C2=CC=C(C=1N=CSC12)C=1C=NN(C1)C1OCCCC1